CC1=C(C=CC=C1N=C=O)N=C=O The molecule is a toluene meta-diisocyanate in which the isocyanato groups are at positions 2 and 6 relative to the methyl group on the benzene ring. It has a role as a hapten and an allergen.